N-{4-[3-(2-Fluorophenyl)-isoxazol-5-yl]phenyl}-4-methylbenzenesulfonamide FC1=C(C=CC=C1)C1=NOC(=C1)C1=CC=C(C=C1)NS(=O)(=O)C1=CC=C(C=C1)C